5-chloro-N-((1r,4r)-4-((3-(3-chlorophenyl)-3-hydroxy-2-oxoindolin-1-yl)methyl)cyclohexyl)-2-(difluoromethyl)nicotinamide ClC=1C=NC(=C(C(=O)NC2CCC(CC2)CN2C(C(C3=CC=CC=C23)(O)C2=CC(=CC=C2)Cl)=O)C1)C(F)F